3,8-bis(benzyloxy)-2,9-dicyclopropylspiro[benzo[c]chromene-6,1'-cyclobutane] C(C1=CC=CC=C1)OC1=C(C=C2C3=C(C=C(C(=C3)C3CC3)OCC3=CC=CC=C3)C3(CCC3)OC2=C1)C1CC1